N-[(1R)-1-[3-amino-5-(trifluoromethyl)phenyl]ethyl]-1-[3-(5-methyltetrazol-1-yl)phenyl]-6-oxo-pyridine-3-carboxamide NC=1C=C(C=C(C1)C(F)(F)F)[C@@H](C)NC(=O)C1=CN(C(C=C1)=O)C1=CC(=CC=C1)N1N=NN=C1C